FC(C1=CC=C(C=C1)N1CC(CC2=NC=CC=C12)NC(C=C)=O)(F)F N-(1-(4-(trifluoromethyl)-phenyl)-1,2,3,4-tetrahydro-1,5-naphthyridin-3-yl)acrylamide